C(C)(C)(C)NC(NC1=CC2=C(N(C([C@H](O2)C)=O)[C@@H](C)C2=NC=CC(=N2)C(F)(F)F)C=C1)=O 3-tert-butyl-1-[(2R)-2-methyl-3-oxo-4-[(1S)-1-[4-(trifluoromethyl)pyrimidin-2-yl]ethyl]-2H-1,4-benzoxazin-7-yl]urea